BrC=1C=C2C=C(C(=NC2=CC1)OC)C(C(O)(C1=CC=CC2=CC=CC=C12)CCN(C)C)C1=CC=CC=C1 6-bromo-α-[2-(dimethylamino)ethyl]-2-methoxy-α-1-naphthyl-β-phenyl-3-quinolineethanol